3-(4-amino-3-nitrobenzyl)-5-(trifluoromethyl)pyrrolidin-2-one NC1=C(C=C(CC2C(NC(C2)C(F)(F)F)=O)C=C1)[N+](=O)[O-]